OCC(=O)NCC=1SC(=CC1)C(CSC1=NC(=NC2=C(C=C(C=C12)C(F)(F)F)NC)C)=O 2-hydroxy-N-((5-(2-((2-methyl-8-(methylamino)-6-(trifluoromethyl)quinazolin-4-yl)thio)acetyl)thiophen-2-yl)methyl)acetamide